C1=CC=C2C(=C1)C(=CN2)CC(=N)C(=O)O The molecule is a dehydroamino acid that is tryptophan in which the amino group has been oxidised to the corresponding imine. It has a role as a bacterial metabolite. It is a dehydroamino acid, a ketimine, a tryptophan derivative and a member of indoles. It is a conjugate acid of a 2-imino-3-(indol-3-yl)propanoate. It is a tautomer of an alpha,beta-didehydrotryptophan and a 2-iminio-3-(indol-3-yl)propanoate.